1-azaspiro[2.2]pentane N1CC12CC2